C1(C=CC(N1CCCC(=O)OC1(C(=O)NC(C1)=O)S(=O)(=O)O)=O)=O γ-maleimidobutyryloxysulfosuccinimide